ClC1=CC=C(OC=2N=NC(=CC2C#N)C2=CC=CC=C2)C=C1 3-(4-chlorophenoxy)-6-phenylpyridazine-4-carbonitrile